(2E,6E,8Z)-N-(2-methylpropyl)deca-2,6,8-trienamide CC(CNC(\C=C\CC\C=C\C=C/C)=O)C